tert-Butyl (2-(5-(2-((8-carbamoylbenzo[c][2,6]naphthyridin-5-yl)amino)ethyl)oxazol-2-yl)ethyl)(3-chloro-4-(trifluoromethoxy)benzyl)carbamate C(N)(=O)C=1C=CC2=C(N=C(C3=CC=NC=C23)NCCC2=CN=C(O2)CCN(C(OC(C)(C)C)=O)CC2=CC(=C(C=C2)OC(F)(F)F)Cl)C1